CSC1=CC=C(C=C1)C(CCO)O 4-(methylthio)phenyl-1,3-propanediol